COC1=C(C=CC(=C1)N1N=CC=C1)C1=CC=C(N=N1)N1CCN(CC1)C(=O)OC(C)(C)C tert-Butyl 4-(6-(2-methoxy-4-(1H-pyrazol-1-yl)phenyl)pyridazin-3-yl)piperazine-1-carboxylate